C(C)OC(CC1=NC(=CC=C1)NC(=O)C)=O 2-(6-Acetaminopyridin-2-yl)acetic acid ethyl ester